NC=1C=CC2=C(OC(O2)(F)F)C1 6-amino-2,2-difluorobenzo[d][1,3]dioxol